(9H-fluoren-9-yl)methyl (S)-(1-(isopropylamino)-1-oxo-3-phenylpropan-2-yl)carbamate C(C)(C)NC([C@H](CC1=CC=CC=C1)NC(OCC1C2=CC=CC=C2C=2C=CC=CC12)=O)=O